N1CC(C1)CC=1C=C2C(=NC1Cl)N=C(O2)N (azetidin-3-ylmethyl)-5-chloro-oxazolo[4,5-b]pyridin-2-amine